C(CC)C1=CC=C(C=C1)N=CCC1=CC=CC(=N1)C(C)=O 6-(4-Propylphenylimino)ethyl-2-acetylpyridin